BrC1=C(C=C(C=C1C)C(C)(C)C)C 2-bromo-5-tert-butyl-1,3-dimethyl-benzene